C(C1=CC=CC=C1)OC=1C=CC(=NC1)C 5-(benzyloxy)-2-methylpyridine